potassium threonine salt N[C@@H]([C@H](O)C)C(=O)[O-].[K+]